FC=1C=C(C=C(C1)OC1CCNCC1)N1CCC2(CN(C2)C(=O)OC(C)(C)C)CC1 tert-butyl 7-(3-fluoro-5-(piperidin-4-yloxy)phenyl)-2,7-diazaspiro[3.5]nonane-2-carboxylate